(S)-N-((3-cyano-5-fluoro-4-((1-(3-fluoroazetidin-1-yl)-5-(4-fluorophenyl)pentan-3-yl)amino)phenyl)sulfonyl)-1-fluorocyclohexane-1-carboxamide C(#N)C=1C=C(C=C(C1N[C@H](CCN1CC(C1)F)CCC1=CC=C(C=C1)F)F)S(=O)(=O)NC(=O)C1(CCCCC1)F